5-(Cyclopentylmethyl)-N-(4-(5-((5-hydroxypentyl)oxy)-2-methylphenyl)pyridin-2-yl)-4H-1,2,4-triazole-3-carboxamide C1(CCCC1)CC=1NC(=NN1)C(=O)NC1=NC=CC(=C1)C1=C(C=CC(=C1)OCCCCCO)C